2,6-di(tert-butyl)p-ethylphenol C(C)(C)(C)C1=C(C(=CC(=C1)CC)C(C)(C)C)O